C(C1=CC=CC=C1)N(C=O)C(C(=O)O)C 2-(N-Benzylformamido)propanoic Acid